C1(CC1)CN[C@@H]1[C@H](N(C(C1)=O)C=1C=C2C=NN(C2=CC1)C=1C=CC(N(C1)C)=O)C1=CC=CC=C1 5-(5-((2R,3S)-3-((cyclopropylmethyl)amino)-5-oxo-2-phenylpyrrolidin-1-yl)-1H-indazol-1-yl)-1-methylpyridin-2(1H)-one